BrC1=C(C=CC=C1)NS(=O)CC 2-bromophenyl-S-ethyl-sulfinamide